(E)-3-[3-Ethoxy-4-[(6-nitro-4H-1,3-benzodioxin-8-yl)methoxy]phenyl]-1-(4-hydroxyphenyl)prop-2-en-1-one C(C)OC=1C=C(C=CC1OCC1=CC(=CC2=C1OCOC2)[N+](=O)[O-])/C=C/C(=O)C2=CC=C(C=C2)O